FC1=C(COC2=CC=CC(=N2)C=2CCN(CC2)CC2=NC3=C(N2C[C@H]2OCC2)C=C(C=C3)C(=O)OC)C=CC(=C1)C(CC)=O methyl (S)-2-((6-((2-fluoro-4-propionylbenzyl)-oxy)-3',6'-dihydro-[2,4'-bipyridin]-1'(2'H)-yl)methyl)-1-(oxetan-2-ylmethyl)-1H-benzo[d]imidazole-6-carboxylate